1,4-bisaminocyclohexane NC1CCC(CC1)N